FC=1C=C(C=C(C1)[C@H](CN[C@H](C1=CC=CC=C1)[C@@H]1CNC2=CC(=CN=C2C1)F)C)CC(=O)O |o1:7| 2-(3-fluoro-5-((R or S)-1-(((S)-((S)-7-fluoro-1,2,3,4-tetrahydro-1,5-naphthyridin-3-yl)(phenyl)methyl)amino)propan-2-yl)phenyl)acetic acid